5-(7-bromo-2-chloro-6,8-difluoroquinazolin-4-yl)-2,5-diazabicyclo[2.2.2]octane-2-carboxylate BrC1=C(C=C2C(=NC(=NC2=C1F)Cl)N1C2CN(C(C1)CC2)C(=O)[O-])F